6-bromo-3-(2-hydroxyethyl)-3-methylindolin-2-one BrC1=CC=C2C(C(NC2=C1)=O)(C)CCO